CNC=1C=C(C(=O)OC)C=CC1C1CC2(COC2)CCN1 methyl 3-(methylamino)-4-{2-oxa-7-azaspiro[3.5]nonan-6-yl}benzoate